(S)-2-amino-6-chloro-4-((2,4,5-trimethyl-4,5-dihydro-[1,2,4]triazolo[1,5-a]quinoxalin-6-yl)amino)nicotinic acid NC1=C(C(=O)O)C(=CC(=N1)Cl)NC1=C2N([C@H](C=3N(C2=CC=C1)N=C(N3)C)C)C